FCC(NC1(CCC1)C)C1=CC(=C2CN(C(C2=C1)=O)C1=CC(=CC=C1)C1(CCC1)C1=NN=CN1C)C(F)(F)F 6-(2-fluoro-1-((1-methylcyclobutyl)amino)ethyl)-2-(3-(1-(4-methyl-4H-1,2,4-triazol-3-yl)cyclobutyl)phenyl)-4-(trifluoromethyl)isoindolin-1-one